C1(CCC1)[C@H](C)C1=CC(=C(N1C1=CC=C(C#N)C=C1)C)C(CN1C2[C@@H](CC1CC2)O)=O (±)-4-(5-((S)-1-cyclobutylethyl)-3-(2-((2R)-2-hydroxy-7-azabicyclo[2.2.1]heptan-7-yl)acetyl)-2-methyl-1H-pyrrol-1-yl)benzonitrile